7-((1-(2-(4-aminophenoxy)ethyl)piperidin-4-yl)methoxy)-5-fluoro-2-(((tetrahydro-2H-pyran-4-yl)thio)methyl)quinazolin-4(3H)-one NC1=CC=C(OCCN2CCC(CC2)COC2=CC(=C3C(NC(=NC3=C2)CSC2CCOCC2)=O)F)C=C1